1-(3-Amino-4-(4-(methyl-L-alanyl)piperazin-1-yl)benzyl)-3,4-dichloro-5-hydroxy-1,5-dihydro-2H-pyrrol-2-one NC=1C=C(CN2C(C(=C(C2O)Cl)Cl)=O)C=CC1N1CCN(CC1)C([C@@H](NC)C)=O